C(C(C)C)N1CCN(C2=CC=CC=C12)C(CCN1CCN(CC1)C)=O 1-(4-isobutyl-3,4-dihydroquinoxaline-1(2H)-yl)-3-(4-methylpiperazin-1-yl)propan-1-one